C1(CC1)C(=O)NC=1N=C2N(N=C(C=C2)C=2C=CC(=C(C2)NC(=O)N2OCC[C@H]2C2=CC=CC=C2)C)C1 (S)-N-(5-(2-(cyclopropanecarboxamido)imidazo[1,2-b]pyridazin-6-yl)-2-methylphenyl)-3-phenylisoxazolidine-2-carboxamide